NC12[C@H](CC(CC1)(CC2)NC(=O)[C@H]2CNC1=C(O2)C=CC(=C1)Cl)O (R)-N-((S)-4-amino-3-hydroxybicyclo[2.2.2]octan-1-yl)-6-chloro-3,4-dihydro-2H-benzo[b][1,4]oxazine-2-carboxamide